C1(CC1)COC1=C(CNC(C2=C(N=C(C(=C2[2H])[2H])[2H])OC)=O)C=C(C=C1F)F N-(2-(cyclopropylmethoxy)-3,5-difluorobenzyl)-2-methoxynicotinamide-d3